5-[4-(cyclopentylmethyl)phenyl]-2-(3-methylpyrazin-2-yl)-3-[3-(fluoromethyl)-2-methyl-azetidine-1-carbonyl]-4H-pyrazolo[1,5-a]pyrimidin-7-one C1(CCCC1)CC1=CC=C(C=C1)C=1NC=2N(C(C1)=O)N=C(C2C(=O)N2C(C(C2)CF)C)C2=NC=CN=C2C